6,7-dichloro-3H-imidazo[4,5-b]pyridine ClC=1C(=C2C(=NC1)NC=N2)Cl